1-(3,3-difluorocyclopentyl)-3-(isoquinolin-4-yl)-2-oxoimidazoline-4-carbonitrile FC1(CC(CC1)N1C(N(C(C1)C#N)C1=CN=CC2=CC=CC=C12)=O)F